Methyl 4-iodo-2-methylbutanoate Sodium iodide [I-].[Na+].ICCC(C(=O)OC)C